3-(4-hydroxyphenyl)thioazetidine-1-carboxylic acid tert-butyl ester C(C)(C)(C)OC(=O)N1CC(C1)SC1=CC=C(C=C1)O